BrC1=CN=C(S1)OCCOC 5-bromo-2-(2-methoxyethoxy)thiazole